1-(4-bromo-2-((4-methoxybenzyl)oxy)phenyl)ethan-1-one 4-METHYLHEPTYL-ACETATE CC(CCCOC(C)=O)CCC.BrC1=CC(=C(C=C1)C(C)=O)OCC1=CC=C(C=C1)OC